2-{[8-(3-carbamimidoylphenyl)-3-oxo-1H,2H,3H-benzo[e]isoindol-2-yl]methyl}prop-2-enamide C(N)(=N)C=1C=C(C=CC1)C=1C=CC2=C(C=3CN(C(C3C=C2)=O)CC(C(=O)N)=C)C1